NC1=NC(=C2N=CN(C2=N1)[C@H]1C=C[C@H](C1)CO)NC1CC1 ((1S,4R)-4-[2-amino-6-(cyclopropylamino)-9H-purin-9-yl]cyclopent-2-en-1-yl)methanol